C(C)OC1=C(C=C2CCN(C(C2=C1)CCC1=CNC2=CC=C(C=C12)NC(C)=O)C(=O)N1CCOCC1)OC N-(3-(2-(7-ethoxy-6-methoxy-2-(morpholine-4-carbonyl)-1,2,3,4-tetrahydroisoquinolin-1-yl)ethyl)-1H-indole-5-yl)acetamide